3-(4-Chloro-3-fluorophenyl)-N-(1-(3-methylpyridazin-4-yl)-1H-pyrazol-4-yl)propenamide ClC1=C(C=C(C=C1)C=CC(=O)NC=1C=NN(C1)C1=C(N=NC=C1)C)F